C(C=C)(=O)OCCOC(C=C)=O Ethane-1,2-diyl diacrylate